(S*)-(3-amino-6,7-dihydropyrano[4,3-c]pyrazol-2(4H)-yl)(8-methyl-1,2,3,4-tetrahydroquinolin-4-yl)methanone NC1=C2C(=NN1C(=O)[C@H]1CCNC3=C(C=CC=C13)C)CCOC2 |o1:8|